COC=1C=CC=2C[C@@H]3[C@@]4(C=CC([C@H]5[C@@]4(C2C1O5)CCN3C(C)=O)=O)O 3-Methoxy-14-hydroxy-17-acetyl-4,5alpha-epoxy-7,8-didehydro-morphinan-6-one